(1r,5s,6r)-6-(1-ethyl-3-(5-(trifluoromethyl)pyridin-3-yl)-1H-pyrazol-5-yl)bicyclo[3.1.0]hexane-3-ol C(C)N1N=C(C=C1C1[C@H]2CC(C[C@@H]12)O)C=1C=NC=C(C1)C(F)(F)F